2-[4-[3-(3,5-dimethylpyrazol-1-yl)-6-oxopyridazin-1-yl]-3,5-difluoropiperidin-1-yl]-7,8-dihydro-5H-pyrano[4,3-b]pyridine-3-carbonitrile CC1=NN(C(=C1)C)C1=NN(C(C=C1)=O)C1C(CN(CC1F)C1=C(C=C2C(=N1)CCOC2)C#N)F